S=C1N(C=CC=C1)C1N(CC1C(=O)[O-])C(=O)[O-] (2-thioxo-1-pyridyl)azetidine-1,3-dicarboxylate